4-fluoro-N-(4-fluoro-5-(2-(4-(2-(piperazin-1-yl)acetyl)piperazin-1-yl)pyrimidin-5-yl)-2-((3R,5S)-3,4,5-trimethylpiperazin-1-yl)phenyl)-2-(trifluoromethyl)benzamide FC1=CC(=C(C(=O)NC2=C(C=C(C(=C2)C=2C=NC(=NC2)N2CCN(CC2)C(CN2CCNCC2)=O)F)N2C[C@H](N([C@H](C2)C)C)C)C=C1)C(F)(F)F